benzyl ((1R,2R)-1-(2,5-difluorophenyl)-2-(2-hydroxyethyl)cyclopropyl)carbamate FC1=C(C=C(C=C1)F)[C@@]1([C@H](C1)CCO)NC(OCC1=CC=CC=C1)=O